NC1=C(C=C(C=C1C(=O)N)C1=CC=C(C=C1)Cl)C1=CC=C(C=C1)NC(CC)=O 4'-amino-4-chloro-4''-propionamido-[1,1':3',1''-terphenyl]-5'-carboxamide